1-(4-fluoropyridin-2-yl)-N-(1-methylindazol-7-yl)pyrazole-4-sulfonamide FC1=CC(=NC=C1)N1N=CC(=C1)S(=O)(=O)NC=1C=CC=C2C=NN(C12)C